(2-oxo-1-phenyl-2-(thiazol-2-ylamino)ethyl)carbamic acid tert-butyl ester C(C)(C)(C)OC(NC(C(NC=1SC=CN1)=O)C1=CC=CC=C1)=O